3-(5-(1-(6-chloro-1H-indole-2-carbonyl)piperidin-4-yl)-1-oxoisoindolin-2-yl)piperidine-2,6-dione ClC1=CC=C2C=C(NC2=C1)C(=O)N1CCC(CC1)C=1C=C2CN(C(C2=CC1)=O)C1C(NC(CC1)=O)=O